ClC1=CC=C(C=C1)N1C(CC[C@H]1C1=NC2=C(N1[C@H]1CN(CC1)S(=O)(=O)C)C=CC(=C2)C=2C(=NOC2C)C)=O (S)-1-(4-chlorophenyl)-5-(5-(3,5-dimethylisoxazol-4-yl)-1-((R)-1-(methylsulfonyl)pyrrolidin-3-yl)-1H-benzo[d]imidazol-2-yl)pyrrolidin-2-one